2-tert-butyl 3-(2-ethylbutyl) (3S,4aR,8aR)-6-[2-(1H-1,2,3,4-tetrazol-5-yl)ethylidene]-decahydroisoquinoline-2,3-dicarboxylate N1N=NN=C1CC=C1C[C@@H]2C[C@H](N(C[C@@H]2CC1)C(=O)OC(C)(C)C)C(=O)OCC(CC)CC